FC(C1=NC(=NC(=C1)C(F)(F)F)N1[C@H](C=2NC3=CC=C(C=C3C2CC1)Cl)CC)(F)F (1S)-2-[4,6-bis(trifluoromethyl)pyrimidin-2-yl]-6-chloro-1-ethyl-2,3,4,9-tetrahydro-1H-pyrido[3,4-b]indole